1,3,5-triethyl-2,4-phenylenediamine C(C)C1=C(C(=C(C(=C1)CC)N)CC)N